(1s,4s)-4-(4-(Fluoromethyl)-1-oxoisoindolin-2-yl)-N-(3-methoxy-4-methylphenyl)cyclohexanecarboxamide FCC1=C2CN(C(C2=CC=C1)=O)C1CCC(CC1)C(=O)NC1=CC(=C(C=C1)C)OC